trans-tert-butyl 4-aminocyclohexanecarboxylate N[C@@H]1CC[C@H](CC1)C(=O)OC(C)(C)C